7-chloro-N-(1-(methylsulfonyl)piperidin-4-yl)-8-(piperidin-4-yloxy)-[1,2,4]triazolo[1,5-a]pyridin-2-amine ClC1=C(C=2N(C=C1)N=C(N2)NC2CCN(CC2)S(=O)(=O)C)OC2CCNCC2